1H-1,2,3,4-Tetrazole N1N=NN=C1